COC(=O)C1=C(C=NC2=C1OCCN2C2=NC(=C(N=C2)NC=2SC1=C(N2)C=CC=C1)F)C=1C=NN(C1C)CC12CC3CC(CC(C1)C3)C2 7-(1-(adamantan-1-ylmethyl)-5-methyl-1H-pyrazol-4-yl)-4-(5-(benzo[d]thiazol-2-ylamino)-6-fluoropyrazin-2-yl)-3,4-dihydro-2H-pyrido[3,2-b][1,4]oxazine-8-carboxylic acid methyl ester